O1C(CCC1)CN1N=CC2=CC=CC=C12 ((tetrahydrofuran-2-yl)methyl)-1H-indazole